O[C@H]1[C@H](C2=CC=CC=C2C1)NC(=O)C1CCN(CC1)C1=NC(=NO1)C1=CC=C(C=C1)OC N-((1S,2R)-2-hydroxy-2,3-dihydro-1H-inden-1-yl)-1-(3-(4-methoxyphenyl)-1,2,4-oxadiazol-5-yl)piperidine-4-carboxamide